COC1=C(C=CC=C1)C1=NN=C(O1)C1=CC2=C(N(C(O2)=O)C)C=C1 6-[5-(2-methoxy-phenyl)-1,3,4-oxadiazol-2-yl]-3-methyl-2,3-dihydro-1,3-benzoxazol-2-one